tert-Butyl N-[rac-(1S,2S,4R)-7-[(3-bromo-2-isopropoxy-phenyl)methyl]-7-azabicyclo[2.2.1]heptan-2-yl]carbamate BrC=1C(=C(C=CC1)CN1[C@@H]2[C@H](C[C@H]1CC2)NC(OC(C)(C)C)=O)OC(C)C |r|